dichlorodiisopropylaminosilane Cl[SiH](N(C(C)C)C(C)C)Cl